NC1=C(C=CC(=C1)OC(F)(F)F)C(=O)N1CCC(CCC1)C1=C2C(=NC=C1)NC(=N2)C2CCOCC2 [2-amino-4-(trifluoromethoxy)phenyl]-[4-(2-tetrahydropyran-4-yl-3H-imidazo[4,5-b]pyridin-7-yl)azepan-1-yl]methanone